COC=1C=C(CNS(=O)(=O)C2=CC=C(C=C2)NC(\C=C\C2=CC=NC=C2)=O)C=CC1 (E)-N-(4-(N-(3-methoxybenzyl)sulfamoyl)phenyl)-3-(pyridin-4-yl)acrylamide